O1CCC2=C1C=CC(=C2)S(=O)(=O)N2CCC(CC2)C=2SC=CN2 2-(1-((2,3-dihydrobenzofuran-5-yl)sulfonyl)piperidin-4-yl)thiazole